Tris(dimethylamino)methyl-tin CN(C)C(N(C)C)(N(C)C)[Sn]